(S)-8-methyl-3-(3-(3-methyl-1-(4-methyl-4H-1,2,4-triazol-3-yl)cyclobutyl)-5-trifluoromethylphenyl)-6-((3-methylpiperidin-1-yl)methyl)-4H-chromen-4-one CC=1C=C(C=C2C(C(=COC12)C1=CC(=CC(=C1)C(F)(F)F)C1(CC(C1)C)C1=NN=CN1C)=O)CN1C[C@H](CCC1)C